N-((1r,4r)-4-(3-chloro-4-cyanophenoxy)cyclohexyl)-6-(4-((4-(2-(2,6-dioxopiperidine-3-yl)-1-oxoisoindoline-5-yl)piperidin-1-yl)methyl)piperidin-1-yl)pyridazine-3-carboxamide ClC=1C=C(OC2CCC(CC2)NC(=O)C=2N=NC(=CC2)N2CCC(CC2)CN2CCC(CC2)C=2C=C3CN(C(C3=CC2)=O)C2C(NC(CC2)=O)=O)C=CC1C#N